F[C@@H]1C[C@@]2(CC(CN2C1)=C)C(=O)OC methyl (2R,7aS)-2-fluoro-6-methylenetetrahydro-1H-pyrrolizin-7a(5H)-formate